[C].[La] lanthanum compound with carbon